N-((1r,4r)-4-(3-(difluoromethyl)azetidin-1-yl)cyclohexyl)-5,6-dihydrobenzo[f]imidazo[1,5-d][1,4]oxazepine-10-carboxamide FC(C1CN(C1)C1CCC(CC1)NC(=O)C=1C=CC2=C(C=3N(CCO2)C=NC3)C1)F